(R and S)-5-(6-chloro-5-methyl-2H-pyrazolo[3,4-b]pyrazin-2-yl)-1-methylpiperidin-2-one ClC=1C(=NC=2C(N1)=NN(C2)[C@@H]2CCC(N(C2)C)=O)C |r|